2,6-dichloro-5-fluoro-3-pyridine-carbonitrile ClC1=NC(=C(C=C1C#N)F)Cl